N=1C=NN2C1C=C(C=C2)OC2=C(C=C(C=C2)NC2=NC=NN1C2=C(C=C1)C=1C=NN(C1)CCNC(OC(C)(C)C)=O)C tert-butyl (2-(4-(4-((4-([1,2,4]triazolo[1,5-a]pyridin-7-yloxy)-3-methylphenyl)amino)pyrrolo[2,1-f][1,2,4]triazin-5-yl)-1H-pyrazol-1-yl)ethyl)carbamate